(2R)-3-(benzyloxy)-2-(4-chloro-3-fluorophenoxy)-N-{3-[2-(4-chloro-3-fluorophenoxy)acetylamino]bicyclo[1.1.1]pentan-1-yl}propionamide (5-oxopyrrolidin-3-yl)carbamate O=C1CC(CN1)NC(O)=O.C(C1=CC=CC=C1)OC[C@H](C(=O)NC12CC(C1)(C2)NC(COC2=CC(=C(C=C2)Cl)F)=O)OC2=CC(=C(C=C2)Cl)F